3-(1,1-difluoro-2-oxo-2-((1R,5S)-8-oxo-3-azabicyclo[3.2.1]octan-3-yl)ethyl)-4-fluoro-N-(4-fluoro-3-methylphenyl)benzamide FC(C(N1C[C@H]2CC[C@@H](C1)C2=O)=O)(F)C=2C=C(C(=O)NC1=CC(=C(C=C1)F)C)C=CC2F